ClC=1C=CC(=C(C(=O)O)C1)NC1=C(C=NC2=CC=C(C=C12)Cl)S(=O)(=O)N1CCOCC1 5-chloro-2-[(6-chloro-3-morpholinosulfonyl-4-quinolyl)amino]benzoic acid